1a,2,3,7b-tetrahydro-1H-cyclopropa[c][1,8]naphthyridine C1C2CNC=3N=CC=CC3C21